CN1CC2=CC(=CC=C2CC1)NC1=NC=C2C(=N1)N(N=C2)[C@@H]2COCC2 (S)-2-methyl-N-(1-(tetrahydrofuran-3-yl)-1H-pyrazolo[3,4-d]pyrimidin-6-yl)-1,2,3,4-tetrahydroisoquinolin-7-amine